ClC1=CC=C(C=C1)C1=CC=C(S1)CC=1C(=C(OC1)C(=O)N)C1=C(C=CC=C1)F ((5-(4-chlorophenyl)thiophene-2-yl)methyl)-(2-fluorophenyl)furan-2-carboxamide